disodium biphenyldisulfonate C1(=C(C(=CC=C1)S(=O)(=O)[O-])S(=O)(=O)[O-])C1=CC=CC=C1.[Na+].[Na+]